ClC1=C(CCC2=NC(=NO2)C2CN(CCC2)C(=O)OC(C)(C)C)C(=CC(=C1)OCOC)B1OC(C(O1)(C)C)(C)C tert-butyl 3-(5-(2-chloro-4-(methoxymethoxy)-6-(4,4,5,5-tetramethyl-1,3,2-dioxaborolan-2-yl)phenethyl)-1,2,4-oxadiazol-3-yl)piperidine-1-carboxylate